phenyl-azotriphenylmethane benzyl-2-(4-(3-amino-3-Ketopropyl)phenyl)-2-methylpropionate C(C1=CC=CC=C1)OC(C(C)(C)C1=CC=C(C=C1)CCC(=O)N)=O.C1(=CC=CC=C1)N=NC(C1=CC=CC=C1)(C1=CC=CC=C1)C1=CC=CC=C1